[Cl-].C(CCCCCCCCCCC)C(N)(CCCCCCCCCCCC)CCCCCCCCCCCC tri-(dodecyl)methyl-amine chloride